tert-butyl (endo)-8-acetoxy-3-azabicyclo[3.2.1]octane-3-carboxylate C(C)(=O)OC1C2CN(CC1CC2)C(=O)OC(C)(C)C